5-cyano-4-(7-cyanobenzo[b]thiophen-3-yl)-2,6-dicyclohexyl-1,4-dihydropyridine-3-carboxylic acid methyl ester COC(=O)C1=C(NC(=C(C1C=1C2=C(SC1)C(=CC=C2)C#N)C#N)C2CCCCC2)C2CCCCC2